5-Methoxy-3-piperidin-4-yl-1H-indole COC=1C=C2C(=CNC2=CC1)C1CCNCC1